4-((2S,6R)-4-(3-Amino-6-(2-hydroxyphenyl)pyridazin-4-yl)-6-methylmorpholin-2-yl)benzoic acid NC=1N=NC(=CC1N1C[C@@H](O[C@@H](C1)C)C1=CC=C(C(=O)O)C=C1)C1=C(C=CC=C1)O